ClCC1N=NC(N1)=O 3-chloromethyl-1,2,4-triazoline-5-one